ClC1=CC=CC=2C3=C(OC21)C=C2C1=CC=4C(CCC(C4C=C1C=CC2=C3)(C)C)(C)C 12-chloro-1,1,4,4-tetramethyl-1,2,3,4-tetrahydrotetrapheno[2,3-b]benzofuran